2-methyl-4-(5-(4-(2-oxopyrrolidin-1-yl)phenyl)pyridin-3-yl)-2,6-dihydro-7H-pyrazolo[3,4-c]pyridin-7-one CN1N=C2C(NC=C(C2=C1)C=1C=NC=C(C1)C1=CC=C(C=C1)N1C(CCC1)=O)=O